FC1=C(C(=CC(=C1)F)F)SSC1=C(C=C(C=C1F)F)F bis(2,4,6-trifluorophenyl) disulfide